FC=1C=C2C(=NC1)N(N=C2C(=O)N)C=2SC=CC2F 5-fluoro-1-(3-fluorothiophen-2-yl)-1H-pyrazolo[3,4-b]pyridine-3-carboxamide